C(C)(=O)C=1C(=NC(=CC1)Cl)N1N=C(C=C1C)C#N 1-(3-acetyl-6-chloro-2-pyridyl)-5-methyl-pyrazole-3-carbonitrile